(1s,3r)-3-acetamido-N-(5-chloro-4-(4-hydroxy-5,5-dimethyl-5,6-dihydro-4H-pyrrolo[1,2-b]pyrazol-3-yl)pyridin-2-yl)cyclohexanecarboxamide C(C)(=O)N[C@H]1C[C@H](CCC1)C(=O)NC1=NC=C(C(=C1)C1=C2N(N=C1)CC(C2O)(C)C)Cl